BrC=1C=C2CCN=C(C2=CC1)CC1=CC=C(C=C1)C 6-bromo-1-(4-methylbenzyl)-3,4-dihydroisoquinoline